ClC1=NC=CC(=C1)N1[C@@H](CCN2C1=NC(=CC2=O)N2[C@@H](COCC2)C)C(F)(F)F (S)-9-(2-Chloro-pyridin-4-yl)-2-((R)-3-methylmorpholin-4-yl)-8-trifluoromethyl-6,7,8,9-tetrahydro-pyrimido[1,2-a]-pyrimidin-4-one